4-(2,4-dimethoxybenzyl)-6,7,8,9-tetrahydropyrido[3,4-e][1,2,4]triazolo[1,5-a]pyrimidin-5(4H)-one COC1=C(CN2C=3N(C4=C(C2=O)CNCC4)N=CN3)C=CC(=C1)OC